1-[8-(2-chlorophenyl)-9-(4-chlorophenyl)-2-(2-hydroxypropoxy)purin-6-yl]-4-methyl-piperidine-4-carboxamide ClC1=C(C=CC=C1)C=1N(C2=NC(=NC(=C2N1)N1CCC(CC1)(C(=O)N)C)OCC(C)O)C1=CC=C(C=C1)Cl